(R)-5-chloro-4-(1H-indol-3-yl)-N-(1-(piperidin-4-ylmethyl)piperidin-3-yl)pyrimidin-2-amine hydrochloride Cl.ClC=1C(=NC(=NC1)N[C@H]1CN(CCC1)CC1CCNCC1)C1=CNC2=CC=CC=C12